6-(4-(4-fluorophenoxy)phenyl)-4-((piperidin-4-ylmethyl)amino)picolinamide FC1=CC=C(OC2=CC=C(C=C2)C2=CC(=CC(=N2)C(=O)N)NCC2CCNCC2)C=C1